2-(6-(bromomethyl)-pyridin-3-yl)-5-(difluoromethyl)-1,3,4-oxadiazole BrCC1=CC=C(C=N1)C=1OC(=NN1)C(F)F